Methyl 1-(4-(3,5-difluorophenyl)-3-isopropyl-6-oxopyridazin-1(6H)-yl)cyclopropane-carboxylate FC=1C=C(C=C(C1)F)C=1C(=NN(C(C1)=O)C1(CC1)C(=O)OC)C(C)C